NCC1=CC=C2C=CN(C2=C1)CC1=CC=C(C=C1)O 4-{[6-(aminomethyl)-1H-indol-1-yl]methyl}phenol